NCCC(O)C1=CC(=CC=C1)OCC(CC)CC 3-amino-1-(3-(2-ethylbutoxy)phenyl)propan-1-ol